(S)-2-methyl-4-oxopyrrolidine-1-carboxylic acid tert-butyl ester C(C)(C)(C)OC(=O)N1[C@H](CC(C1)=O)C